N1(N=NC2=C1C=CC=C2)CN2C=C1C(C=C2)=CC(=N1)C=1C=C(OCO)C=CC1F [3-[6-(benzotriazol-1-ylmethyl)pyrrolo[2,3-c]pyridin-2-yl]-4-fluoro-phenoxy]methanol